6,7-dihydro-2-(phenoxymethyl)-5-[(tetrahydro-2H-pyran-4-yl)methyl]-thiazolo[5,4-c]pyridin-4(5H)-one O(C1=CC=CC=C1)CC=1SC=2C(N(CCC2N1)CC1CCOCC1)=O